C(CCC#C)N1N=CNC1=O 2,4-dihydro-2-(pent-4-ynyl)-3H-1,2,4-triazol-3-one